N1C=CC=2C1=NC=CC2C(C)OC=2C=C1C(=NNC1=CC2)C=2C=CC(=NC2)N2CC1(C2)CCN(CC1)CC(F)F 2-(5-(5-(1-(1H-pyrrolo[2,3-b]pyridin-4-yl)ethoxy)-1H-indazol-3-yl)pyridin-2-yl)-7-(2,2-difluoroethyl)-2,7-diazaspiro[3.5]nonane